ClC1=C(C=CC(=C1F)N1C(=CC=C1C)C)O 2-chloro-4-(2,5-dimethylpyrrol-1-yl)-3-fluoro-phenol